2,5-bis(2-aminophenyl)-1,3,4-oxadiazole NC1=C(C=CC=C1)C=1OC(=NN1)C1=C(C=CC=C1)N